COC1=C(C=CC(=C1)C1COCC1)B1OC(C(O1)(C)C)(C)C 2-(2-methoxy-4-(tetrahydrofuran-3-yl)phenyl)-4,4,5,5-tetramethyl-1,3,2-dioxaborolan